tert-butyl 5-formyl-3-methyl-3',6'-dihydro-[2,4'-bipyridine]-1'(2'H)-carboxylate C(=O)C=1C=C(C(=NC1)C=1CCN(CC1)C(=O)OC(C)(C)C)C